C1(=CC=C(C=C1)N1C(C2=CC=CC=C2C(=N1)Cl)=O)C1=CC=CC=C1 ([1,1'-biphenyl]-4-yl)-4-chlorophthalazin-1(2H)-one